4-amino-1-cyclopropylpyrimidin-2(1H)-one NC1=NC(N(C=C1)C1CC1)=O